3-Chlorobenzo[c]phenanthrene ClC=1C=CC2=C(C=CC=3C=CC=4C=CC=CC4C23)C1